(2-chloro-5-fluorophenyl)(2,4-dibromo-3-methoxy-6-nitrophenyl)methanone ClC1=C(C=C(C=C1)F)C(=O)C1=C(C(=C(C=C1[N+](=O)[O-])Br)OC)Br